CC=1C(=NC=CC1)CC(C)C1=CC=C(C=C1)C 3-Methyl-2-(2-(p-tolyl)propyl)pyridine